(1S,2S)-N-(6-(5-chloro-6-fluoro-7-(1-(5-methyl-1H-pyrazol-1-yl)ethyl)-1H-indazol-4-yl)imidazo[1,2-a]pyrazin-2-yl)-2-fluorocyclopropane-1-carboxamide ClC=1C(=C2C=NNC2=C(C1F)C(C)N1N=CC=C1C)C=1N=CC=2N(C1)C=C(N2)NC(=O)[C@H]2[C@H](C2)F